CC(C)=CC (E)-2-Methyl-but-2-en